N-(5-((2-methoxyethyl)-amino)-1-(4-(trifluoromethyl)phenyl)-1,2,3,4-tetrahydroquinolin-3-yl)acrylamide COCCNC1=C2CC(CN(C2=CC=C1)C1=CC=C(C=C1)C(F)(F)F)NC(C=C)=O